C(C)N1C2CC(CC1CC2)S(=O)(=O)N 8-ethyl-8-azabicyclo[3.2.1]octane-3-sulfonamide